3-(3-fluoro-2-methylbenzylidene)-6-nitroisobenzofuran-1(3H)-one FC=1C(=C(C=C2OC(C3=CC(=CC=C23)[N+](=O)[O-])=O)C=CC1)C